[[2-[2-[(6-fluoro-[1,2,4]triazolo[4,3-a]pyridin-7-yl)amino]ethyl]-2-azaspiro[3.3]heptan-6-yl]methyl]-2,8-dimethyl-phthalazin-1-one FC=1C(=CC=2N(C1)C=NN2)NCCN2CC1(C2)CC(C1)CC1=NN(C(C2=C(C=CC=C12)C)=O)C